C(CCCC)(=O)NC1=NC=NN2C1=CC=C2 4-pentanamidopyrrolo[2,1-f][1,2,4]triazin